(3S,4S,5R)-3-(3,4-difluoro-2-methoxyphenyl)-4,5-dimethyl-5-(trifluoromethyl)tetrahydrofuran-2-yl acetate C(C)(=O)OC1O[C@]([C@H]([C@H]1C1=C(C(=C(C=C1)F)F)OC)C)(C(F)(F)F)C